N2-[3-Chloro-2-(4-chloro-1-piperidinyl)phenyl]-N5,N5-dimethylthiophene-2,5-disulfonamide ClC=1C(=C(C=CC1)NS(=O)(=O)C=1SC(=CC1)S(=O)(=O)N(C)C)N1CCC(CC1)Cl